(4-Amino-3-nitrophenyl)methyl-ammonium hydrochloride Cl.NC1=C(C=C(C=C1)C[NH3+])[N+](=O)[O-]